2-{1-[(5-chloropyridin-3-yl)methyl]-1H-imidazol-2-yl}-4-[5-(difluoromethyl)-1,3,4-oxadiazol-2-yl]pyridine ClC=1C=C(C=NC1)CN1C(=NC=C1)C1=NC=CC(=C1)C=1OC(=NN1)C(F)F